3-azaspiro[5.5]undecan C1CNCCC12CCCCC2